2-nitro-5-chloro-N,3-dimethylbenzamide [N+](=O)([O-])C1=C(C(=O)NC)C=C(C=C1C)Cl